2-{[5-(4-ethylphenyl)-4H-1,2,4-triazol-3-yl]sulfonyl}-1-(3-fluorophenyl)propan-1-on C(C)C1=CC=C(C=C1)C=1NC(=NN1)S(=O)(=O)C(C(=O)C1=CC(=CC=C1)F)C